C[Si](C1=CC=C(C=C1)[Si](CCC1C2C=CC(C1)C2)(C)C)(CCC2C1C=CC(C2)C1)C 1,4-Bis[dimethyl[2-(5-norbornen-2-yl)ethyl]silyl]benzene